C1=CC2(C3=NC=4C=CC=CC4C(N31)=O)CCCC2 spiro[cyclopentane-1,3'-pyrrolo[2,1-b]quinazolin]-9'-one